C(C1=CC=CC=C1)(C1=CC=CC=C1)(C1=CC=CC=C1)N1C(=CC=CC=C1)C(=O)O (S)-1-tritylazepine-2-carboxylic acid